ICC1CSC=2N1C(C=C(C2C2=CC(=CC=C2)C(F)(F)F)CC2=CC=CC1=CC=CC=C21)=O 3-(iodomethyl)-7-(naphthalen-1-ylmethyl)-8-(3-(trifluoromethyl)phenyl)-2,3-dihydro-5H-thiazolo[3,2-a]pyridin-5-one